BrC(S(=O)(=O)C1=CC=CC2=CC(=CC=C12)OC)(Br)Br 1-tribromomethylsulfonyl-6-methoxynaphthalene